1-ethyl-6-fluoro-7-(4-methylpiperazin-1-yl)-3-[3-(furan-2-yl)acryloyl]Quinoline C(C)N1CC(=CC2=CC(=C(C=C12)N1CCN(CC1)C)F)C(C=CC=1OC=CC1)=O